N-(4-(5-(4-(2-oxopyrrolidin-1-yl)phenyl)pyridin-3-yl)pyrimidin-2-yl)cyclobutanecarboxamide O=C1N(CCC1)C1=CC=C(C=C1)C=1C=C(C=NC1)C1=NC(=NC=C1)NC(=O)C1CCC1